ClC=1C=C2C(=NN1)NC[C@]1(N2C[C@@H](C1)OC=1C=NC(=C(C1)Cl)C=C)CC (6aS,8R)-2-Chloro-8-((5-chloro-6-vinylpyridin-3-yl)oxy)-6a-ethyl-5,6,6a,7,8,9-hexahydropyrrolo[1',2':4,5]pyrazino[2,3-c]pyridazine